(3S,4S)-1-(4-(5-((S)-2-decanamido-3-(hexylamino)-3-oxopropyl)-1,2,4-oxadiazol-3-yl)benzoyl)-N3,N4-bis((1S,2R)-2-phenylcyclopropyl)pyrrolidine-3,4-dicarboxamide C(CCCCCCCCC)(=O)N[C@@H](CC1=NC(=NO1)C1=CC=C(C(=O)N2C[C@H]([C@@H](C2)C(=O)N[C@@H]2[C@H](C2)C2=CC=CC=C2)C(=O)N[C@@H]2[C@H](C2)C2=CC=CC=C2)C=C1)C(=O)NCCCCCC